C(N)(O[C@H](C(=O)NC1=CC=C(C=C1)C(C(=O)N(C)C)O)CCCNC(=O)N)=O ((S)-1-((4-(2-(dimethylamino)-1-hydroxy-2-oxoethyl) phenyl) amino)-1-oxo-5-ureidopentan-2-yl) carbamate